CC1(CCC(CC1)NC1=NN2C(C=N1)=C(C=C2)C=2C=C1C(=NC2)N=C(N1C1CCOCC1)C)N 1-methyl-N4-(5-(2-methyl-1-(tetrahydro-2H-pyran-4-yl)-1H-imidazo[4,5-b]pyridin-6-yl)pyrrolo[2,1-f][1,2,4]triazin-2-yl)cyclohexane-1,4-diamine